ClC1=CC=2C(C3=C(C(N(C3C=3C=NC=C(C3)OC)CCCN(C)C)=O)OC2C=C1)=O 7-Chloro-2-(3-(dimethylamino)propyl)-1-(5-methoxypyridin-3-yl)-1,2-dihydrochromeno[2,3-c]pyrrole-3,9-dione